[N-](S(=O)(=O)C(F)(F)F)S(=O)(=O)C(F)(F)F.C(CCCCC)[P+](CCCCCCCCCCCCCC)(CCCCCC)CCCCCC trihexyl-(tetradecyl)phosphonium bis(trifluoromethylsulfonyl)imide